NC=1C=CC(=NC1)N1N=C(C(=C1)C1=CN=C(N1C)C(=O)NC1=CC(=C(C=C1)C(=O)N1C[C@H]2CN[C@H]2C1)Cl)C(F)(F)F 5-[1-(5-amino-2-pyridyl)-3-(trifluoromethyl)pyrazol-4-yl]-N-[3-chloro-4-[(1R,5R)-3,6-diazabicyclo[3.2.0]heptane-3-carbonyl]phenyl]-1-methyl-imidazole-2-carboxamide